CC(C)(C)C=1C=C(C=C(C1O)C(C)(C)C)CP(OCC)(OCC)=O diethyl [[3,5-bis(1,1-dimethylethyl)-4-hydroxyphenyl] methyl]phosphonate